6-(3-chloro-4-(pyrrolidin-1-yl)phenyl)-1-(2-(4-(2-methoxyethyl)piperazin-1-yl)benzo[d]thiazol-6-yl)-4-oxo-1,4-dihydropyridin-3-carboxylic acid ClC=1C=C(C=CC1N1CCCC1)C1=CC(C(=CN1C1=CC2=C(N=C(S2)N2CCN(CC2)CCOC)C=C1)C(=O)O)=O